Pyrrolidin-3-yl(8-amino-7-fluoro-6-(8-methyl-2,3-dihydro-1H-pyrido[2,3-b][1,4]oxazin-7-yl)isoquinolin-3-yl)carbamate N1CC(CC1)OC(NC=1N=CC2=C(C(=C(C=C2C1)C1=C(C2=C(OCCN2)N=C1)C)F)N)=O